COC(\C(\C(CC(=O)O)=O)=C/N(C)C)=O (Z)-2-((dimethylamino)methylene)-3-oxoglutaric acid methyl ester